tert-butyl N-[(trans)-4-[(4-{4-[(4-{[(dimethylamino)methylidene]amino}naphthalen-1-yl)oxy]-1,3-thiazol-5-yl}pyrimidin-2-yl)amino]cyclohexyl]carbamate CN(C)C=NC1=CC=C(C2=CC=CC=C12)OC=1N=CSC1C1=NC(=NC=C1)N[C@@H]1CC[C@H](CC1)NC(OC(C)(C)C)=O